ClC=1C(=CC2=C(N(C(N=C2)=O)C2=C(C=CC=C2C)C(C)C)N1)F 7-chloro-6-fluoro-1-(2-isopropyl-6-methylphenyl)pyrido[2,3-d]pyrimidin-2-one